C(C)(=O)OCCCCN(CCCC)C1=CC(=CC=C1)OCC1=CC=CC=C1 4-[[3-(benzyloxy)phenyl] (butyl)amino]butyl acetate